3-amino-N-[(1r,3s)-3-{[6-chloro-2-(trifluoromethyl)quinolin-4-yl]amino}cyclohexyl]-1-(2-fluoro-2-methylpropyl)-1H-pyrazole-4-carboxamide NC1=NN(C=C1C(=O)N[C@H]1C[C@H](CCC1)NC1=CC(=NC2=CC=C(C=C12)Cl)C(F)(F)F)CC(C)(C)F